ClC1=C(C2=C(NC(=N2)C(=O)N2[C@@H](C=3C=CC=NC3CC2)C)C=C1F)F (R)-(5-Chloro-4,6-difluoro-1H-benzo[d]imidazol-2-yl)(5-methyl-7,8-dihydro-1,6-naphthyridin-6(5H)-yl)methanone